ClC1=CC=C(C=C1)C1=NC2=C(N1C(C(=O)NC1CC1)C1CCCCC1)C=CC=C2 2-[2-(4-chloro-phenyl)-benzimidazol-1-yl]-2-cyclohexyl-N-cyclopropyl-acetamide